CC=1N=C(N(C1C(=O)OCC)O)C1=C(C=CC=C1)C#N ethyl 4-methyl-2-(2-cyanophenyl)-1-hydroxy-1H-imidazole-5-carboxylate